methyl 2-(5-bromo-2-chlorophenyl)acetate BrC=1C=CC(=C(C1)CC(=O)OC)Cl